CN1N=C(C=C1)C1=CC=C(C=C1)C(C)O 1-(4-(1-methyl-1H-pyrazol-3-yl)phenyl)ethanol